7-(benzo[d][1,3]dioxol-5-yl)-1-(piperidin-1-yl)hepta-2,4,6-trien-1-one O1COC2=C1C=CC(=C2)C=CC=CC=CC(=O)N2CCCCC2